2-[(2s,6r)-1-[4-[(2,6-dioxo-3-piperidinyl)amino]-2-fluoro-phenyl]-4-hydroxy-2,6-dimethyl-4-piperidinyl]acetic acid tert-butyl ester C(C)(C)(C)OC(CC1(C[C@@H](N([C@@H](C1)C)C1=C(C=C(C=C1)NC1C(NC(CC1)=O)=O)F)C)O)=O